CS(=O)(=O)CCS(=O)(=O)NC1=C(C(=O)NC23CCC(CC2)(CC3)C(F)(F)F)C=CC(=C1)OC(F)(F)F 2-((2-(methylsulfonyl)ethyl)sulfonamido)-4-(trifluoromethoxy)-N-(4-(trifluoromethyl)bicyclo[2.2.2]octan-1-yl)benzamide